C(#N)CC1CCC(CC1)N1C(=NC=2C1=C1C(=NC2)C=CO1)/N=N/C=1C=CC(=C(C(=O)O)C1)O 5-((E)-(1-((1R,4R)-4-(cyanomethyl)cyclohexyl)-1H-furo[3,2-b]imidazo[4,5-d]pyridin-2-yl)diazenyl)-2-hydroxybenzoic acid